COC1=CC=C(CN(C2=NC(=NN3C2=NC=C3C(C3=CC(=C(OCCN(C(OC(C)(C)C)=O)C)C=C3)F)O)OC(CCO)CCC)CC3=CC=C(C=C3)OC)C=C1 tert-butyl (2-(4-((4-(bis(4-methoxybenzyl)amino)-2-((1-hydroxyhexan-3-yl)oxy)imidazo[2,1-f][1,2,4]triazin-7-yl)(hydroxy)methyl)-2-fluorophenoxy)ethyl)(methyl)carbamate